(R)-2-[(4-Amino-5-benzoylthiazol-2-yl)-(1-methylpyrazol-4-yl)amino]propanamid NC=1N=C(SC1C(C1=CC=CC=C1)=O)N([C@@H](C(=O)N)C)C=1C=NN(C1)C